FC1=C(C=C(C=C1)OC=1C(=C2C=CNC2=CC1F)S(=O)(=O)C)C=1OC=C(N1)[C@]1(COC2=C1C=CC=C2CC(=O)OCC)C ethyl (S)-2-(3-(2-(2-fluoro-5-((6-fluoro-4-(methylsulfonyl)-1H-indol-5-yl)oxy)phenyl)oxazol-4-yl)-3-methyl-2,3-dihydrobenzofuran-7-yl)acetate